C(C)N1CCC(CC1)OC1=C(C=C(C=C1)NC(=O)NC1=CC=C(C=2C=COC21)I)C(F)(F)F 1-(4-((1-ethylpiperidin-4-yl)oxy)-3-(trifluoromethyl)phenyl)-3-(4-iodobenzofuran-7-yl)urea